C(C=CC1=CC=CC=C1)(=O)OC Methyl cinnamate